NC=1C(=NC(=C(N1)F)C1=CC(=C(C=C1)C1CCOCC1)CN1[C@H](CCC1)C)C=1C=C2CCNC(C2=C(C1)F)=O (S)-6-(3-amino-5-fluoro-6-(3-((2-methylpyrrolidin-1-yl)methyl)-4-(tetrahydro-2H-pyran-4-yl)phenyl)pyrazin-2-yl)-8-fluoro-3,4-dihydroisoquinolin-1(2H)-one